2-Pentacos-5-enylbenzene-1,3-diol C(CCCC=CCCCCCCCCCCCCCCCCCCC)C1=C(C=CC=C1O)O